NC1(CCN(CC1)CC1=NC(=NC=C1Cl)NC1=C(C=C(C=C1)N1CCN(CC1)C)OC)C 4-((4-amino-4-methylpiperidin-1-yl)methyl)-5-chloro-N-(2-methoxy-4-(4-methylpiperazin-1-yl)phenyl)pyrimidin-2-amine